OC(/C=C/C(=O)O)CCCCC 4-hydroxy-(2E)-2-nonenoic acid